COC(=O)C1(CCC2(OCCO2)CC1)N Methyl-8-amino-1,4-dioxaspiro[4.5]decan-8-carboxylat